C(C)(C)(C)OC(=O)N1[C@@H]([C@H](C1)F)CO.C(C)(C)(CC)O[SiH](NCC(C)C)OC(C)(C)CC di-t-pentoxy(isobutylamino)silane tert-butyl-(2R,3S)-3-fluoro-2-(hydroxymethyl)azetidine-1-carboxylate